C1(CC1)C1=CC=C2C(=CC=NC2=C1)SCCCCCCNC1=CC=C(C=C1)N1CCNCC1 N-(6-((7-cyclopropylquinolin-4-yl)thio)hexyl)-4-(piperazin-1-yl)aniline